N-(3,5-dichloro-4-((1-cyclopropyl-2-methoxy-1H-benzo[d]imidazol-6-yl)oxy)phenyl)-5-oxo-4,5-dihydro-1,2,4-oxadiazole-3-carboxamide ClC=1C=C(C=C(C1OC=1C=CC2=C(N(C(=N2)OC)C2CC2)C1)Cl)NC(=O)C1=NOC(N1)=O